COC1=CC=C(C=N1)COC=1C=C2C(=NC1)OC(=N2)C=2C=NC=CC2 3-{6-[(6-methoxypyridin-3-yl)methoxy]-[1,3]oxazolo[5,4-b]pyridin-2-yl}pyridine